diethyl (5-bromopentyl) phosphate P(=O)(OCC)(OCC)OCCCCCBr